1-phenyl-1,2,3,4-tetrahydropyrrole C1(=CC=CC=C1)N1CCCC1